CN1CCN(CC1)CCN1N=C(C=C1)N 1-[2-(4-methylpiperazin-1-yl)ethyl]-1H-pyrazol-3-amine